(2R,3S)-2-(3-(2-amino-5,6-dichloro-1H-benzo[d]imidazol-1-yl)propyl)piperidin-3-ol dihydrochloride Cl.Cl.NC1=NC2=C(N1CCC[C@H]1NCCC[C@@H]1O)C=C(C(=C2)Cl)Cl